4-methyl-1-((2-(trimethylsilyl)ethoxy)methyl)-1H-imidazole-5-carboxylic acid ethyl ester C(C)OC(=O)C1=C(N=CN1COCC[Si](C)(C)C)C